5-(2-cyclopropyl-7H-pyrrolo[2,3-d]pyrimidin-5-yl)-N-(pyridin-3-yl)pyrazolo[1,5-a]pyridine-3-carboxamide C1(CC1)C=1N=CC2=C(N1)NC=C2C2=CC=1N(C=C2)N=CC1C(=O)NC=1C=NC=CC1